C(CCCC)(=O)OCCCC(C(C)O)(C)C 5-hydroxy-4,4-dimethylhexyl valerate